3-[[(4R)-2,2-dimethyl-3-[(2-methylpropan-2-yl)oxycarbonyl]-1,3-oxazolidin-4-yl]methoxy]-1,4-dimethyl-5,7-dihydrocyclopenta[c]pyridine-6,6-dicarboxylic acid dimethyl ester COC(=O)C1(CC2=C(C(=NC(=C2C)OC[C@@H]2N(C(OC2)(C)C)C(=O)OC(C)(C)C)C)C1)C(=O)OC